(S)-3-cyclohexenecarboxylic acid [C@H]1(CC=CCC1)C(=O)O